4-(1H-Imidazol-1-yl)-N-((1r,4r)-4-methoxycyclohexyl)pyrimidine-2-carboxamide N1(C=NC=C1)C1=NC(=NC=C1)C(=O)NC1CCC(CC1)OC